C(C1=CC=CC=C1)OC(=O)NC1(CCCCC1)C(=O)O 1-(benzyloxycarbonylamino)cyclohexanecarboxylic acid